C(=O)OCCC(C)C 3-methylbutyl formate